C1(CC1)C1=CC(=NN1)NC1=NC(=NC2=CC=CC=C12)NCC1=CC=C(C#N)C=C1 4-(((4-((5-cyclopropyl-1H-pyrazol-3-yl)amino)quinazolin-2-yl)amino)methyl)benzonitrile